N-(2-carbamoyl-4,6-dichloro-phenyl)-5-(2,2-difluoroethoxy)-2-(2,2-difluoroethyl)pyrazole-3-carboxamide C(N)(=O)C1=C(C(=CC(=C1)Cl)Cl)NC(=O)C=1N(N=C(C1)OCC(F)F)CC(F)F